OC(CC(=O)OC(CC(=O)[O-])CCCCCCC)CCCCCCCCCCC 3-(3'-hydroxytetradecanoyloxy)decanoate